(4-(4-amino-7-methyl-7H-pyrrolo[2,3-d]pyrimidin-5-yl)phenyl)-2-oxo-1-phenyl-1,2,4,5,6,7-hexahydropyrazolo[1,5-a]pyridine-3-carboxamide NC=1C2=C(N=CN1)N(C=C2C2=CC=C(C=C2)C2C=1N(CCC2)N(C(C1C(=O)N)=O)C1=CC=CC=C1)C